Br.N1=CC=CC=C1 pyridine HBr